CN(C)CC1=CC=CC=C1 N,N'-dimethylbenzylamine